6-(1-acetyl-1,2,3,6-tetrahydropyridin-4-yl)-2-methyl-3,7,8,9-tetrahydro-4H-cyclopenta[H]quinazolin-4-one C(C)(=O)N1CCC(=CC1)C=1C=C2C(NC(=NC2=C2C1CCC2)C)=O